4-(benzo[d]thiazol-2-yl)-4,5,6,7-tetrahydro-1H-imidazo[4,5-c]pyridine S1C(=NC2=C1C=CC=C2)C2NCCC1=C2N=CN1